FC=1C=NC(=NC1)C[C@@H]1CN(CCC1)CC1=CN=C(S1)N(C(C)=O)C N-[5-[[(3R)-3-[(5-fluoropyrimidin-2-yl)methyl]-1-piperidinyl]methyl]thiazol-2-yl]-N-methyl-acetamide